CC(COC=1C=NC(=CC1C1=CC=2N(C=C1)N=C(C2)NC2=CC=C1C(=N2)NC=C1)C)(C)O 2-methyl-1-[[6-methyl-4-[2-(1H-pyrrolo[2,3-b]pyridin-6-ylamino)pyrazolo[1,5-a]pyridin-5-yl]-3-pyridyl]oxy]propan-2-ol